1-[6-chloro-3-(2,2-difluoroacetyl)-2-pyridyl]-5-methyl-pyrazole-3-carbonitrile ClC1=CC=C(C(=N1)N1N=C(C=C1C)C#N)C(C(F)F)=O